piperidin-2-one formate C(=O)O.N1C(CCCC1)=O